tributyltin(IV) acetate C(C)(=O)[O-].C(CCC)[Sn+](CCCC)CCCC